(S)-(3-(1-amino-1,3-dihydrospiro[inden-2,4'-piperidin]-1'-yl)-6-(2-(2-amino-3-chloropyridin-4-yl)ethyl)pyrazin-2-yl)methanol N[C@@H]1C2=CC=CC=C2CC12CCN(CC2)C=2C(=NC(=CN2)CCC2=C(C(=NC=C2)N)Cl)CO